N-Chloroacetyl-N-(2,6-diethylphenyl)glycine, ethyl ester ClCC(=O)N(CC(=O)OCC)C1=C(C=CC=C1CC)CC